C[C@]1(CN(C2=CC(=CC=C12)C#N)C(CN1[C@H](CN[C@@H](C1)C)CN1N=CC=C1)=O)C1=CC=CC=C1 (3S)-3-Methyl-1-{2-[(2R,5R)-5-methyl-2-(1H-pyrazol-1-ylmethyl)piperazin-1-yl]acetyl}-3-phenyl-2,3-dihydro-1H-indole-6-carbonitrile